COC=1C(=CC2=C(N=CO2)C1)C(=O)[O-] 5-methoxybenzo[d]oxazole-6-carboxylate